[(2S)-2-azido-3-[(triphenylmethyl)sulfanyl]propoxy](tert-butyl)diphenylsilane N(=[N+]=[N-])[C@@H](CO[Si](C1=CC=CC=C1)(C1=CC=CC=C1)C(C)(C)C)CSC(C1=CC=CC=C1)(C1=CC=CC=C1)C1=CC=CC=C1